tert-Butyl 2-bromopropionate BrC(C(=O)OC(C)(C)C)C